[O-]S(=O)(=O)C(F)(F)F.C(C)[NH+]1C=C(C=C1)C 1-Ethyl-3-methylpyrrolium triflat